C1CCC2=CC(=CC=C12)OC(=O)[C@@H](CC1(CCCC1)C(=O)N[C@H]1CC[C@H](CC1)C(=O)O)COCCOC (S)-cis-4-(1-[2-(5-indanyloxycarbonyl)-3-(2-methoxyethoxy)propyl]-1-cyclopentanecarboxamido)-1-cyclohexanecarboxylic acid